ethylenebis(3-aminopropyl) ether C1CC(CCOCCC1N)N